C[Si]([Si]([Si](C)(C)C)(OCC)OCC)(C)C hexamethyl-diethoxytrisilane